C(C1=CC=CC=C1)NS(O)(=O)=O N-benzyl-sulfamic acid